ClC1=C(C=CC=C1Cl)C=1C=2C(C(=NC1)N1CCC(CC1)(N)C)=NSN2 [7-(2,3-dichlorophenyl)-[1,2,5]thiadiazolo[3,4-c]pyridin-4-yl]-4-methylpiperidin-4-amine